C(C1=CC=CC=C1)N1CC2CCC(CC2CC1)=O 2-benzyl-1,3,4,4a,5,7,8,8a-octahydroisoquinolin-6-one